racemic-N-(6-bromo-7-chloroisoquinolin-3-yl)-3-oxabicyclo[3.1.0]hexane-6-carboxamide BrC=1C=C2C=C(N=CC2=CC1Cl)NC(=O)C1C2COCC12